ClC1=CC(=C(C=C1)[C@@]1(OC2=C(O1)C=CC=C2C2CCN(CC2)CC=2N(C(=C(N2)C)C(=O)O)C[C@H]2OCC2)C)F 2-((4-((S)-2-(4-chloro-2-fluorophenyl)-2-methylbenzo[d][1,3]dioxol-4-yl)piperidin-1-yl)methyl)-4-methyl-1-(((S)-oxetan-2-yl)methyl)-1H-imidazole-5-carboxylic acid